7-[3-(2-Chloro-4,5-difluoro-benzoyl)-3,8-diazabicyclo[3.2.1]octane-8-yl]-2,3-dihydrobenzofuran-5-sulfonyl chloride ClC1=C(C(=O)N2CC3CCC(C2)N3C3=CC(=CC=2CCOC23)S(=O)(=O)Cl)C=C(C(=C1)F)F